ClC1=NN=C(C2=CC=C(C=C12)C1=CC=C(C=C1)F)C1CC1 4-chloro-1-cyclopropyl-6-(4-fluorophenyl)phthalazine